N-(8'-bromo-4'H-spiro[cyclopropane-1,5'-naphtho[2,1-d]isoxazol]-3'-yl)-2,4-dimethoxypyridine-3-sulfonamide BrC1=CC=C2C3(CC=4C(=NOC4C2=C1)NS(=O)(=O)C=1C(=NC=CC1OC)OC)CC3